C=C(CCCC)CCCCCC 5-methyleneundecane